2-[3-bromo-4-[(2,4-difluorobenzyl)oxy]-6-methyl-2-oxopyridin-1(2H)-yl]-N,N'-dimethyl-terephthalamide BrC=1C(N(C(=CC1OCC1=C(C=C(C=C1)F)F)C)C1=C(C(=O)NC)C=CC(=C1)C(=O)NC)=O